2-glycidyloxyl-1,3-bis(5,5-dimethyl-1-glycidylhydantoin-3-yl)propane C(C1CO1)OC(CN1C(N(C(C1=O)(C)C)CC1CO1)=O)CN1C(N(C(C1=O)(C)C)CC1CO1)=O